FC1=CC(=C(C(=O)OC)C=C1B1OC(C(O1)(C)C)(C)C)OC Methyl 4-fluoro-2-methoxy-5-(4,4,5,5-tetramethyl-1,3,2-dioxaborolan-2-yl)benzoate